octahydro-4H-quinolizin-4-one C1CCC(N2CCCCC12)=O